(8-(4-amino-1-methyl-6-(trifluoromethyl)-1H-indazol-5-yl)-1-iodoindolizin-3-yl)(3,4,5-trifluorophenyl)methanone NC1=C2C=NN(C2=CC(=C1C1=CC=CN2C(=CC(=C12)I)C(=O)C1=CC(=C(C(=C1)F)F)F)C(F)(F)F)C